tetramethyl-ammonium hypoiodite I[O-].C[N+](C)(C)C